ClC1=C(C=CC=C1)C=1C=NC=2CCN(CC2C1)C=1C(=CC=2N(N1)C(C=C(N2)C)=O)C 7-(3-(2-chlorophenyl)-7,8-dihydro-1,6-naphthyridin-6(5H)-yl)-2,8-dimethyl-4H-pyrimido[1,2-b]pyridazin-4-one